C(#N)C1=CC(=C(COC2=CC=CC(=N2)C2=CC(=C(CC3=NC4=C(N3[C@H]3CN(C[C@H]3OC)S(=O)(=O)C)C=C(C=C4)C(=O)O)C=C2F)F)C=C1)F 2-(4-(6-((4-cyano-2-fluorobenzyl)oxy)pyridin-2-yl)-2,5-difluorobenzyl)-1-((3S,4R)-4-methoxy-1-(methylsulfonyl)pyrrolidin-3-yl)-1H-benzo[d]imidazole-6-carboxylic acid